4-(4-((4-(4-(2,4-Dioxotetrahydropyrimidin-1(2H)-yl)-1H-indazol-1-yl)piperidin-1-yl)methyl)-4-hydroxypiperidin-1-yl)-3-fluorobenzoic acid bis-trifluoroacetic acid salt FC(C(=O)O)(F)F.FC(C(=O)O)(F)F.O=C1N(CCC(N1)=O)C1=C2C=NN(C2=CC=C1)C1CCN(CC1)CC1(CCN(CC1)C1=C(C=C(C(=O)O)C=C1)F)O